BrC1=CC=2N(C=C1)N=C(C2C2CCC2)N 5-Bromo-3-cyclobutylpyrazolo[1,5-a]pyridin-2-amine